ClC=1C=C(C(=NC1)N1CC(N(C2(COC2)C1=O)CC1=CC=C(C=C1)C(F)(F)F)=O)F 8-(5-chloro-3-fluoropyridin-2-yl)-5-(4-(trifluoromethyl)-benzyl)-2-oxa-5,8-diazaspiro[3.5]nonane-6,9-dione